NC1=NN2C(C=C(C=C2)C=2C=CC(=C(C2)NC(=O)N2OCC[C@H]2C2=CC=C(C=C2)F)C)=N1 (S)-N-(5-(2-amino-[1,2,4]triazolo[1,5-a]pyridin-7-yl)-2-methylphenyl)-3-(4-fluorophenyl)isoxazolidine-2-carboxamide